2,3-difluoro-4-bromoanisole FC1=C(C=CC(=C1F)Br)OC